ICCOCCOCCSN1C(C2=CC=CC=C2C1=O)=O 2-(2-(2-(2-iodoethoxy)ethoxy)ethylthio)isoindoline-1,3-dione